C(C)(C)(C)C=1C=CC(=C(C1)S)C 5-tert-butyl-2-Methylbenzenethiol